CN(CCCN(CCCN(C)C)CCCN(C)C)C N,N-Bis-[3-(dimethylamino)propyl]-N',N'-dimethylpropan-1,3-diamin